C(#N)C=1C=CC(=C(C1)C1=CN=C(O1)C(=O)N[C@H]1CN([C@@H](C1)COC)C#N)OC1CC1 5-(5-cyano-2-cyclopropoxyphenyl)-N-((3R,5S)-1-cyano-5-(methoxy-methyl)pyrrolidin-3-yl)oxazole-2-carboxamide